tert-Butyl ((2S,4R)-2-phenyl-1-(2,2,2-trifluoroacetyl)piperidin-4-yl)carbamate C1(=CC=CC=C1)[C@H]1N(CC[C@H](C1)NC(OC(C)(C)C)=O)C(C(F)(F)F)=O